Cl.CN1N=C2C=CC(=CC2=C1)[C@H](C)N (1S)-1-(2-Methyl-2H-indazol-5-yl)ethan-1-amine hydrochloride